2',5'-Dimethylterphenyl-4,4'-dicarboxylic acid CC1(C(=CC(=C(C1)C(=O)O)C)C1=CC=C(C=C1)C(=O)O)C1=CC=CC=C1